(2S)-3-allyloxy-2-[9H-fluoren-9-ylmethoxycarbonyl(methyl)amino]propanoic acid C(C=C)OC[C@@H](C(=O)O)N(C)C(=O)OCC1C2=CC=CC=C2C=2C=CC=CC12